2-(2-methoxyethyl)-4,4-dimethyl-7-(4-(trifluoromethyl)phenyl)-1,2,3,4-tetrahydroisoquinoline COCCN1CC2=CC(=CC=C2C(C1)(C)C)C1=CC=C(C=C1)C(F)(F)F